3-((6-(5-Chloro-1H-pyrazol-4-yl)-4-(2-hydroxyethyl)-1-oxoisoquinolin-2(1H)-yl)methyl)-N-methylbenzamide ClC1=C(C=NN1)C=1C=C2C(=CN(C(C2=CC1)=O)CC=1C=C(C(=O)NC)C=CC1)CCO